C1(CC1)N1C(N(C2=C(C1=O)C(=C(C(N2C)=O)C)NC=2C=CC1=C(C(NS1(=O)=O)=O)C2)C2=C(C=C(C=C2)I)F)=O 3-cyclopropyl-1-(2-fluoro-4-iodo-phenyl)-6,8-dimethyl-5-[(1,1,3-trioxo-1,2-benzothiazol-5-yl)amino]pyrido[2,3-d]pyrimidine-2,4,7-trione